[Si](C)(C)(C(C)(C)C)OC=1C=CC(=C(C=O)C1)O 5-[tert-butyl(dimethyl)silyl]oxy-2-hydroxy-benzaldehyde